N-(4-amino-1H-pyrazolo[4,3-c]pyridin-7-yl)-2-((2R,5S)-5-methyl-2-(3,4,5-trifluorophenyl)piperidin-1-yl)-2-oxoacetamide NC1=NC=C(C2=C1C=NN2)NC(C(=O)N2[C@H](CC[C@@H](C2)C)C2=CC(=C(C(=C2)F)F)F)=O